2-(3-fluoro-5-isopropyl-2-methoxyphenyl)-2-((2R,3R)-2-methyl-3-(methyl(5-(5,6,7,8-tetrahydro-1,8-naphthyridin-2-yl)pentyl)amino)pyrrolidin-1-yl)acetic acid FC=1C(=C(C=C(C1)C(C)C)C(C(=O)O)N1[C@@H]([C@@H](CC1)N(CCCCCC1=NC=2NCCCC2C=C1)C)C)OC